ClC1=NC=C(C(=N1)Cl)C(=O)NC1=C(C=CC=C1C#C[Si](C)(C)C)Cl 2,4-dichloro-N-(2-chloro-6-((trimethylsilyl)ethynyl)phenyl)pyrimidine-5-carboxamide